1-[2-(1-Hydroxyethyl)phenyl]-3-[6-(4-phenyl-N-(4-phenylphenyl)anilino)naphthalen-2-yl]prop-2-en-1-one OC(C)C1=C(C=CC=C1)C(C=CC1=CC2=CC=C(C=C2C=C1)N(C1=CC=C(C=C1)C1=CC=CC=C1)C1=CC=C(C=C1)C1=CC=CC=C1)=O